2-(6-(((3r,5r)-5-fluoro-1-methylpiperidin-3-yl)amino)pyridazin-3-yl)-3-methyl-5-(trifluoromethyl)phenol F[C@@H]1C[C@H](CN(C1)C)NC1=CC=C(N=N1)C1=C(C=C(C=C1C)C(F)(F)F)O